C(C)OC(C\C=C/CCO)OCC (3Z)-6,6-diethoxy-3-hexen-1-ol